FC=1C=C(C=C2C=CC=NC12)C=1C=2N(C(=NC1C1=CC=CC=C1)N)C=NN2 8-(8-fluoroquinolin-6-yl)-7-phenyl-[1,2,4]triazolo[4,3-c]pyrimidin-5-amine